NCC(=O)N1[C@@H](CCC1)C(=O)N[C@@H]([C@@H](C)CC)C(=O)NCC(=O)O |&1:5| Racemic-glycyl-prolyl-isoleucyl-glycine